CN(CCN1N=C(C=C1C)N)C 1-(2-(dimethylamino)ethyl)-5-methyl-1H-pyrazol-3-amine